tert-butyl-[3-[5-[[(1R)-1-[3-nitro-5-(trifluoromethyl) phenyl] ethyl] carbamoyl]-2-oxo-1-pyridinyl] phenyl]-N-methyl-carbamate C(C)(C)(C)OC(N(C)C1=CC(=CC=C1)N1C(C=CC(=C1)C(N[C@H](C)C1=CC(=CC(=C1)C(F)(F)F)[N+](=O)[O-])=O)=O)=O